OCCC[Si](O[Si](O[Si](C)(C)CCCOC1CC(N(C(C1)(C)C)C)(C)C)(C)C)(C)C 1-(3-hydroxypropyl)-5-[3-(1,2,2,6,6-pentamethylpiperid-4-yloxy)propyl]-1,1,3,3,5,5-hexamethyltri-siloxane